5-((2-(2,6-Dioxopiperidin-3-yl)-1-oxoisoindolin-5-yl)amino)pentanoic acid O=C1NC(CCC1N1C(C2=CC=C(C=C2C1)NCCCCC(=O)O)=O)=O